BrC1=C(C(=NC=C1)N=S(C)(C)=C=O)Cl ((4-bromo-3-chloropyridin-2-yl)imino)dimethyl-lambda6-Thioketone